N'-((8-fluoro-1,2,3,5,6,7-hexahydro-s-indacen-4-yl)carbamoyl)-3-methyl-2,3-dihydropyrazolo[5,1-b]oxazole-7-sulfonimidamide FC=1C=2CCCC2C(=C2CCCC12)NC(=O)N=S(=O)(N)C=1C=NN2C1OCC2C